C1(CO1)C1=CC=C(C=C1)C1=CC=CC=C1 4'-(1,2-epoxyethyl)biphenyl